C(#N)C1=C(NC(C(=C1C(F)(F)F)F)=O)SCC(=O)O (3-cyano-5-fluoro-6-oxo-4-(trifluoromethyl)-1,6-dihydropyridin-2-ylthio)acetic acid